C(C)(C)(C)OC(=O)N1C[C@@H](CC1)CC1=CC(=C2C=NN(C2=C1)C)C1=C(C=C(C=C1)F)C(N(C(C)C)CC(F)F)=O (3R)-3-[(4-{2-[(2,2-difluoroethyl)(isopropyl)carbamoyl]-4-fluorophenyl}-1-methyl-1H-indazol-6-yl)methyl]pyrrolidine-1-carboxylic acid tert-butyl ester